FC=1C=C(C2=C(C(=CO2)C=2CNCCC2)C1)F 3-(5,7-Difluoro-1-benzofuran-3-yl)-1,2,5,6-tetrahydropyridine